C(C)(C)(C)OC(=O)N(N)C(=O)C=1C=2C=CC(NC2C=CC1F)=O N-(tert-butoxycarbonyl)-6-fluoro-2-oxo-1H-quinoline-5-carbohydrazide